N-{4-[7-(Cyclopropylmethyl)-5-methyl-4-oxo-3-phenyl-4,5-dihydro-1H-pyrrolo[3,2-c]pyridin-2-yl]pyridin-2-yl}-2-(4-fluorophenyl)acetamid C1(CC1)CC=1C2=C(C(N(C1)C)=O)C(=C(N2)C2=CC(=NC=C2)NC(CC2=CC=C(C=C2)F)=O)C2=CC=CC=C2